di-tert-butyl-(2-butenyl)phosphine C(C)(C)(C)P(CC=CC)C(C)(C)C